N1,N1-dimethyl-2-(tetrahydrofuran-3-yl)ethane-1,2-diamine CN(CC(N)C1COCC1)C